C(CCC)[Si](C=1C=C(C=CC1)P(N(P(C1=C(C=CC=C1)C)C1=C(C=CC=C1)C)C)C1=CC(=CC=C1)[Si](CCCC)(CCCC)CCCC)(CCCC)CCCC N-(bis(3-(tributylsilyl)phenyl)phosphaneyl)-N-methyl-1,1-di-o-tolylphosphanamine